OCCOCCC(C(=O)OC)(C)C1=CC(=CC=C1)I methyl 4-(2-hydroxyethoxy)-2-(3-iodophenyl)-2-methyl-butanoate